Ethyl (3R)-4-cyano-3-hydroxybutyrate C(#N)C[C@H](CC(=O)OCC)O